4-morpholino-N-(tetrahydrofuran-3-yl)-2-(4-(m-tolyl)-1H-pyrazol-1-yl)furo[3,2-d]pyrimidine-6-carboxamide O1CCN(CC1)C=1C2=C(N=C(N1)N1N=CC(=C1)C=1C=C(C=CC1)C)C=C(O2)C(=O)NC2COCC2